4-(3,3-difluoropiperidin-1-yl)butanamide FC1(CN(CCC1)CCCC(=O)N)F